FC1(C[C@H](CC1)N1C(N([C@H](C1)C#N)C1=CN=CC2=CC=CC=C12)=O)F (R)-1-((S)-3,3-difluorocyclopentyl)-3-(isoquinolin-4-yl)-2-oxoimidazolidine-4-carbonitrile